OC=1C=C(C=CC1)C(=O)N1CC2(C1)CC(C2)C2=CC(=NN2C2=C(C=CC=C2)C)C (3-hydroxyphenyl)(6-(3-methyl-1-(o-tolyl)-1H-pyrazol-5-yl)-2-azaspiro[3.3]heptan-2-yl)methanone